[Na+].NC=1C=C(C=CC1N)S(=O)(=O)[O-] 3,4-diaminobenzenesulfonic acid sodium salt